C(C)(C)(C)OC(=O)N1CCC(CC1)C(=O)C=1C=C2C(N(C(C2=C(C1)F)(OCC1(CC1)CO)C1=CC=C(C=C1)Cl)CC1=NC=C(C=C1)C#N)=O 4-(1-(4-chlorophenyl)-2-((5-cyanopyridin-2-yl)methyl)-7-fluoro-1-((1-(hydroxymethyl)cyclopropyl)methoxy)-3-oxoisoindoline-5-carbonyl)piperidine-1-carboxylic acid tert-butyl ester